(E)-1-(8-bromo-2-methylimidazo[1,2-a]pyridine-3-yl)-3-(3-methoxyphenyl)prop-2-en-1-one BrC=1C=2N(C=CC1)C(=C(N2)C)C(\C=C\C2=CC(=CC=C2)OC)=O